C(C=C)(=O)NC1=CC(=NC=N1)C#CCN(C(=O)[C@H]1N(C(NC1)=O)C1=NC(=CC(=C1)C(F)(F)F)C)C1=CC=C(C=C1)F (S)-N-(3-(6-acrylamidopyrimidin-4-yl)prop-2-yn-1-yl)-N-(4-fluorophenyl)-3-(6-methyl-4-(trifluoromethyl)pyridin-2-yl)-2-oxoimidazolidine-4-carboxamide